N1=CN=C2N=CNC2=C1N[C@H]1O[C@H]([C@@H]([C@H]([C@@H]1O)O)N)C (2S,3S,4R,5R,6S)-2-((7H-purin-6-yl)amino)-5-amino-6-methyltetrahydro-2H-pyran-3,4-diol